4-[2-amino-4-(trifluoromethyl)phenyl]-N-[(3R)-1-methylpiperidin-3-yl]phthalazin-1-amine NC1=C(C=CC(=C1)C(F)(F)F)C1=NN=C(C2=CC=CC=C12)N[C@H]1CN(CCC1)C